trans-4-((3-(1-Cyclopropyl-1H-pyrazol-4-yl)phenyl)((trans-4-(6-methoxy-5-methyl-pyridin-3-yl)cyclohexyl)methyl)carbamoyl)cyclohexyl methylcarbamate CNC(O[C@@H]1CC[C@H](CC1)C(N(C[C@@H]1CC[C@H](CC1)C=1C=NC(=C(C1)C)OC)C1=CC(=CC=C1)C=1C=NN(C1)C1CC1)=O)=O